2-((2R)-2-benzyl-6-methylazepan-1-yl)-6-morpholinopyrimidin-4(3H)-one C(C1=CC=CC=C1)[C@@H]1N(CC(CCC1)C)C1=NC(=CC(N1)=O)N1CCOCC1